4-(2-(4-(2-acetyl-5-chlorophenyl)-5-methoxy-2-oxopyridin-1(2H)-yl)-3-(thiophen-3-yl)propionylamino)benzoic acid methyl ester COC(C1=CC=C(C=C1)NC(C(CC1=CSC=C1)N1C(C=C(C(=C1)OC)C1=C(C=CC(=C1)Cl)C(C)=O)=O)=O)=O